BrC=1C=C2C3(CNC(C2=CC1)=O)C(C3)C 6'-bromo-2-methyl-2',3'-dihydro-1'H-spiro[cyclopropane-1,4'-isoquinolin]-1'-one